C(C)OC(=O)C1=C(C(=O)C2=C(C=CC=C2)C(=O)OCC)C=CC=C1 2,2'-Diethoxycarbonyl-Benzophenone